(4,4'-dimethoxytrityl)-1-(2-nitrophenyl)-propane-1,3-diol COC1=CC=C(C(C2=CC=C(C=C2)OC)(C2=CC=CC=C2)C(CCO)(O)C2=C(C=CC=C2)[N+](=O)[O-])C=C1